3-((3,5-Dimethylphenyl)diazenyl)-3-methyl-2,3-dihydro-4H-benzo[4,5]imidazo[2,1-b][1,3]thiazin-4-one CC=1C=C(C=C(C1)C)N=NC1(C(N2C(SC1)=NC1=C2C=CC=C1)=O)C